C(C)OC(=O)N1CC2(C1)CC(CC2)N2CCN(CC2)C2=NC=CC=C2C=2C=CC=1N(C2)C=CN1 6-{4-[3-(imidazo[1,2-a]pyridin-6-yl)pyridin-2-yl]piperazin-1-yl}-2-azaspiro[3.4]octane-2-carboxylic acid ethyl ester